(E)-N-(4-(1-(6-(4-(9-(2-(2,6-dioxopiperidin-3-yl)-1-oxoisoindolin-4-yl)non-8-yn-1-yl)piperazin-1-yl)pyridazine-3-carbonyl)piperidin-4-yl)butyl)-3-(pyridin-3-yl)acrylamide O=C1NC(CCC1N1C(C2=CC=CC(=C2C1)C#CCCCCCCCN1CCN(CC1)C1=CC=C(N=N1)C(=O)N1CCC(CC1)CCCCNC(\C=C\C=1C=NC=CC1)=O)=O)=O